N-[(1R)-1-(4-Hydroxy-3-methoxy-phenyl)ethyl]-2-methyl-5-(4-methylpiperazin-1-yl)benzamide OC1=C(C=C(C=C1)[C@@H](C)NC(C1=C(C=CC(=C1)N1CCN(CC1)C)C)=O)OC